C(CCCCCCC\C=C/C\C=C/CCCCC)(=O)[O-].[Na+].C(CCCCCCCCCCC)N Dodecyl-amine sodium linoleate